1-(2-(6-Chloro-3-((4,5-dichloropyridin-2-yl)amino)-9H-carbazol-1-yl)ethyl)guanidine ClC=1C=C2C=3C=C(C=C(C3NC2=CC1)CCNC(=N)N)NC1=NC=C(C(=C1)Cl)Cl